tert-Butyl (2S)-2-[(6-formyl-1,4-dimethyl-6,7-dihydro-5H-cyclopenta[c]pyridin-3-yl)oxymethyl]azetidine-1-carboxylate C(=O)C1CC2=C(C(=NC(=C2C)OC[C@H]2N(CC2)C(=O)OC(C)(C)C)C)C1